OC1=C(C=C(C=C1C)C(C1=C(C=CC=C1)O)C1=CC(=C(C(=C1)C)O)C)C bis(4-hydroxy-3,5-dimethylphenyl)-2-hydroxyphenyl-methane